COC1=NC2=CC3=C(C=C2C=C1C)OCC[C@@H]1N(C3=O)CCN(C1)C(=O)OC(C)(C)C tert-butyl (S)-11-methoxy-10-methyl-14-oxo-1,2,4,4a,5,6-hexahydro-3H,14H-pyrazino[1',2':5,6][1,5]oxazocino[2,3-g]quinoline-3-carboxylate